C1(=CC=CC=C1)CCCC1=CC=[N+](C=C1)CCO 2-[4-(3-phenylpropyl)-pyridin-1-ium-1-yl]ethanol